6-chloro-N-ethoxy-4-((2-(methylsulfonylamino)phenyl)amino)nicotinamide ClC1=NC=C(C(=O)NOCC)C(=C1)NC1=C(C=CC=C1)NS(=O)(=O)C